CC(=C)C(C(\C=C\C)O)(C)C (E)-2,3,3-Trimethylhepta-1,5-dien-4-ol